2-bromo-norbornane BrC1C2CCC(C1)C2